7-bromo-4-methoxyquinoline 1-oxide BrC1=CC=C2C(=CC=[N+](C2=C1)[O-])OC